FC=1C=C(OC2C[C@@H]3[C@@H](CN(C3)CC(=O)C3=CC=C(C=C3)O)C2)C=CC1F 2-((3aR,5r,6aS)-5-(3,4-difluorophenoxy)hexahydrocyclopenta[c]pyrrol-2(1H)-yl)-1-(4-hydroxyphenyl)ethan-one